C(C)C=1N=C2SC(=NN2C1N(C=1SC(=C(N1)C1=CC=C(C=C1)F)C#N)C)C1CCNCC1 2-{[6-ethyl-2-(piperidin-4-yl)imidazo[2,1-b][1,3,4]thiadiazol-5-yl](methyl)amino}-4-(4-fluorophenyl)thiazole-5-carbonitrile